C(C)(=O)N1CCN(CC1)C1=CC(=C(C=C1)NC1=NC=C(C(=N1)NC=1C=C(C=CC1)NC(C=C)=O)C(F)(F)F)OC N-[3-[[2-[[4-(4-acetyl-1-piperazinyl)-2-methoxyphenyl]amino]-5-(trifluoromethyl)-4-pyrimidinyl]amino]phenyl]-2-propenamide